8-bromo-N-(furan-2-ylmethyl)-[1,2,4]triazolo[4,3-c]pyrimidin-5-amine BrC=1C=2N(C(=NC1)NCC=1OC=CC1)C=NN2